NC1=NN=C(O1)CN(C(CSC1=C(C=CC=C1)Cl)=O)CC1=CC=C(C=C1)CNC(OC(C)(C)C)=O tert-butyl N-[[4-[[[(5-amino-1,3,4-oxadiazol-2-yl)methyl]-N-[2-(2-chlorophenyl)sulfanylacetyl]amino]methyl]phenyl] methyl]carbamate